N1BCCC1 azaborolan